Melamine Hydrobromide Br.N1=C(N)N=C(N)N=C1N